5-([1,2,4]triazolo[1,5-a]pyridin-6-yl)-1-(6-methylpyridin-2-yl)-N-(m-tolyl)-1H-pyrazole-3-carboxyamide N=1C=NN2C1C=CC(=C2)C2=CC(=NN2C2=NC(=CC=C2)C)CC(=O)NC=2C=C(C=CC2)C